O1N=C(C=CC=C1)OS(=O)(=O)C(F)(F)F oxazepin-3-yl-triflic acid